COC(/C(=C/OC)/OC1=C(C=CC(=C1)N1N=C(C=C1)CC(C)C)C)=O (Z)-2-[5-(3-Isobutylpyrazol-1-yl)-2-methyl-phenoxy]-3-methoxy-prop-2-enoic acid methyl ester